C1(=NC=CC2=C1NC1=CC=CC=C21)C2=CC=C(C(=O)OC1CCC3C4CCC5CCCC5C4CCC3C1)C=C2 hexadecahydro-1H-cyclopenta[a]phenanthren-3-yl 4-(9H-pyrido[3,4-b]indol-1-yl)benzoate